N1=C(C=CC=C1)CNCC1=CC=C(C=C1)CNC1CC2=CC(=CC=C2CC1)OC N-(2-pyridinylmethyl)-N'-(7-methoxy-1,2,3,4-tetrahydro-2-naphthalenyl)-1,4-benzenedimethanamine